bistrifluoro-2-methylimidazole hydrochloride Cl.FN1C(N(C=C1)F)(C)F.FN1C(N(C=C1)F)(C)F